Linoleoylcarnitine CCCCC/C=C\C/C=C\CCCCCCCC(=O)O[C@H](CC(=O)[O-])C[N+](C)(C)C